ClC=1C=C(CN2CC=3N(C4=CC=CC=C4C3CC2)CCNC(OC(C)(C)C)=O)C=CC1Cl tert-butyl 2-(2-(3,4-dichlorobenzyl)-3,4-dihydro-1H-pyrido[3,4-b]indol-9(2H)-yl)ethylcarbamate